methyl 2-(5-bromo-2-hydroxybenzylidene-amino)-3-(4-hydroxy-phenyl)propanoate BrC=1C=CC(=C(C=NC(C(=O)OC)CC2=CC=C(C=C2)O)C1)O